C(CCCCCCC)(=O)[O-].[Bi+3].C(CCCCCCC)(=O)[O-].C(CCCCCCC)(=O)[O-] bismuth octanoate